NC1(CC1)CN1CC(C1)OC1=CC=C(C(=C1C(=O)O)O)C1(C)CB1 6-({1-[(1-aminocyclopropyl)methyl]azetidin-3-yl}oxy)-3-[2-boranopropyl]-2-hydroxybenzoic acid